2,5-dioxopyrrolidin-1-yl 5-(2,4-dimethoxyphenyl)-2-methyl-1H-imidazo[4,5-b]pyridine-7-carboxylate COC1=C(C=CC(=C1)OC)C1=CC(=C2C(=N1)N=C(N2)C)C(=O)ON2C(CCC2=O)=O